8-methoxy-2-oxo-2H-[1,3]oxazino[5,4-c]quinoline COC=1C=CC=2C=3C(C=NC2C1)=COC(N3)=O